(R)-N-(5-(((1-(2-hydroxyethyl)pyrrolidin-2-yl)methyl)carbamoyl)-2-methylpyridin-3-yl)-2-(1-methyl-1H-pyrazol-4-yl)pyrazolo[5,1-b]thiazole-7-carboxamide OCCN1[C@H](CCC1)CNC(=O)C=1C=C(C(=NC1)C)NC(=O)C=1C=NN2C1SC(=C2)C=2C=NN(C2)C